OC(CCCCCCCCCCC(=O)N)CCCCCC 12-hydroxyoctadecanoic acid monoamide